C(C)(C)(C)OC(=O)N1C(C(C(CC1)C1=CC(=CC=C1)OCCOC)CO)C (-)-(trans)-3-(hydroxymethyl)-4-[3-(2-methoxyethoxy)phenyl]-2-methylpiperidine-1-carboxylic acid tert-butyl ester